C(CCC)[Sn](C1=NC=CC(=C1)C)(CCCC)CCCC tributyl-(4-methyl-2-pyridyl)stannane